methyl 1-(methylsulfanylmethyl)pyrazole-3-carboxylate CSCN1N=C(C=C1)C(=O)OC